N-CYCLOHEXYL-2-(2-FORMYLPIPERIDIN-1-YL)ACETAMIDE C1(CCCCC1)NC(CN1C(CCCC1)C=O)=O